S1C=CC=2N(C=CC21)C(=O)[O-] 4H-thieno[3,2-b]pyrrole-4-carboxylate